CN(C(OCCCC)=O)CC#C butyl methyl(prop-2-yn-1-yl)carbamate